2-(((1R)-1-(2-cyano-3-(6,6-difluoro-3-azabicyclo[3.1.0]hexan-3-yl)-7-methylquinoxalin-5-yl)ethyl)amino)-benzoic acid C(#N)C1=NC2=CC(=CC(=C2N=C1N1CC2C(C2C1)(F)F)[C@@H](C)NC1=C(C(=O)O)C=CC=C1)C